CC=1C(=NN2C1C(NC(=C2)C2=CC1=CC=CC=C1C=C2)=O)C(=O)O 3-Methyl-6-(2-naphthyl)-4-oxo-4,5-dihydropyrazolo[1,5-a]pyrazine-2-carboxylic acid